N1C(=CC2=CC(=CC=C12)C(=O)OC)C(=O)OC(C)(C)C 2-(tert-butyl) 5-methyl 1H-indole-2,5-dicarboxylate